BrC1=CC=C(C=C1)N1CC2(CN(C2)CC(=O)C=2C=C3CN(C(C3=CC2)=O)C2C(NC(CC2)=O)=O)C1 3-(5-[2-[6-(4-bromophenyl)-2,6-diazaspiro[3.3]heptan-2-yl]acetyl]-1-oxo-3H-isoindol-2-yl)piperidine-2,6-dione